(isoxazol-5-yl)methanone O1N=CC=C1C=O